[N+](=O)([O-])C=1C=CC(=NC1)NS(=O)(=O)C1=CC=CC=C1 N-(5-nitropyridin-2-yl)benzenesulfonamide